FC1=C(C=CC(=C1)O[C@@H]1CN(CCC1)S(=O)(=O)C1=CC=CC=C1)NC1=C2C(=NC=N1)NN=C2C2CCN(CC2)C(C=C)=O (S)-1-(4-(4-((2-fluoro-4-((1-(phenylsulfonyl)piperidin-3-yl)oxy)phenyl)amino)-1H-pyrazolo[3,4-d]pyrimidin-3-yl)piperidin-1-yl)prop-2-en-1-one